OC(CCCCCCCCCCCCC(=O)O)CC 14-Hydroxy-hexadecanoic acid